4-dodecyloxy-2'-hydroxy-4,4'-dimethoxybenzophenone C(CCCCCCCCCCC)OC1(CC=C(C(=O)C2=C(C=C(C=C2)OC)O)C=C1)OC